NCCCCN1CCN(CC1)C(=O)C1=C(C=C(C=C1)NC(=O)C=1N(C(=CN1)C1=C(C(=C(C=C1)C=1C=NN(C1C)CCOC)F)F)C)Cl N-[4-[4-(4-aminobutyl)piperazine-1-carbonyl]-3-chloro-phenyl]-5-[2,3-difluoro-4-[1-(2-methoxyethyl)-5-methyl-pyrazol-4-yl]phenyl]-1-methyl-imidazole-2-carboxamide